phenothiazine-2-carbonitrile C1=C(C=CC=2SC3=CC=CC=C3NC12)C#N